tert-butyl-[[2-fluoro-6-[1-methyl-4-(trifluoromethyl)imidazol-2-yl]-3-pyridyl]methoxy]-dimethyl-silane C(C)(C)(C)[Si](C)(C)OCC=1C(=NC(=CC1)C=1N(C=C(N1)C(F)(F)F)C)F